O=C1NC(CCC1N1C(C2=CC=C(C=C2C1)OC[C@@H]1N(CCCC1)CC1=CC=C(C=C1)N1CCN(CC1)C(=O)OC(C)(C)C)=O)=O Tert-butyl 4-(4-(((2R)-2-(((2-(2,6-dioxopiperidin-3-yl)-1-oxoisoindolin-5-yl)oxy)methyl)piperidin-1-yl)methyl)phenyl)piperazine-1-carboxylate